methyl-ammonium tri-iodide [I-].[I-].[I-].C[NH3+].C[NH3+].C[NH3+]